2,5-Dimethyl-4-thiapentalen CC1=CC2=CC(SC2=C1)C